3-((4-(methylamino)-5-(trifluoromethyl)pyrimidin-2-yl)amino)pyrazolo[1,5-a]pyridine-6-carbonitrile CNC1=NC(=NC=C1C(F)(F)F)NC=1C=NN2C1C=CC(=C2)C#N